Benzyl-amin C(C1=CC=CC=C1)N